CC1CN(CC(C1)C)C=1C=C(C=CC1C(=O)N1C(CN(CC1)C)C1=CC=CC=C1)NC(=O)C1CC1 Syn-N-[3-[3,5-dimethylpiperidin-1-yl]-4-(4-methyl-2-phenylpiperazine-1-carbonyl)phenyl]cyclopropanecarboxamide